3-(4-methyl-1-oxo-6-(4-(piperidin-4-ylmethyl)piperazin-1-yl)phthalazin-2(1H)-yl)piperidine-2,6-dione CC1=NN(C(C2=CC=C(C=C12)N1CCN(CC1)CC1CCNCC1)=O)C1C(NC(CC1)=O)=O